C(C1=CC=CC=C1)OC=1C=C2C=CNC2=CC1 5-benzyloxy-1H-indole